(2R,3R,4R,5R)-2-(hydroxymethyl)-5-(3-hydroxypropyl)tetrahydro-2H-pyran-3,4-diol OC[C@H]1OC[C@H]([C@H]([C@H]1O)O)CCCO